NC=1C=C2CC(N(C2=CC1)CC)=O 5-amino-1-ethylindol-2-one